(1S)-1-[(1S,3aS,3bS,7S,9aR,9bS,11aS)-7-hydroxy-9a,11a-dimethyl-1H,2H,3H,3aH,3bH,4H,6H,7H,8H,9H,9aH,9bH,10H,11H,11aH-cyclopenta[a]phenanthren-1-yl]ethyl-2-oxo-2-(piperidin-1-yl)acetate O[C@H]1CC[C@@]2([C@H]3CC[C@]4([C@H]([C@@H]3CC=C2C1)CC[C@@H]4[C@H](C)OC(C(N4CCCCC4)=O)=O)C)C